Bocaminopropionaldehyde C(=O)(OC(C)(C)C)NC(C=O)C